C(C)C=1C2N(C3=CC=CC=C3C1)C(N(C2=O)CC=C)=O ethyl-2-allyl-1,3-dioxo-2,3-dihydroimidazo[1,5-a]quinoline